(5-methyl-2,2-dimethyl-1,3-dioxan-5-yl) methyl-2-bromo-2-methylpropionate CCC(C(=O)OC1(COC(OC1)(C)C)C)(C)Br